(2-(3-(4-(trifluoromethyl)phenyl)-1H-pyrazolo[4,3-b]pyridin-1-yl)cyclopentyl)acrylamide FC(C1=CC=C(C=C1)C1=NN(C=2C1=NC=CC2)C2C(CCC2)C(C(=O)N)=C)(F)F